(R)-4-Ethoxy-5-(8-fluoroimidazo[1,2-a]pyridin-6-yl)-N-(1,1,1-trifluoropropan-2-yl)-7H-pyrrolo[2,3-d]pyrimidin-2-amine C(C)OC=1C2=C(N=C(N1)N[C@@H](C(F)(F)F)C)NC=C2C=2C=C(C=1N(C2)C=CN1)F